(S)-4-(2-(3-(2-(bis(2-hydroxyethyl)amino)-ethylsulfonyloxy)-4-methoxybenzoyloxy)-2-(3-(cyclopropylmethoxy)-4-(difluoromethoxy)phenyl)ethyl)-3,5-dichloropyridine 1-oxide OCCN(CCS(=O)(=O)OC=1C=C(C(=O)O[C@@H](CC2=C(C=[N+](C=C2Cl)[O-])Cl)C2=CC(=C(C=C2)OC(F)F)OCC2CC2)C=CC1OC)CCO